5-bromo-8-fluoroisoquinoline BrC1=C2C=CN=CC2=C(C=C1)F